(S)-isobutyl (4-methoxy-2-((2-methyl-1-(5-phenyl-1,2,4-oxadiazol-3-yl)propyl)carbamoyl)pyridin-3-yl) carbonate C(OCC(C)C)(OC=1C(=NC=CC1OC)C(N[C@@H](C(C)C)C1=NOC(=N1)C1=CC=CC=C1)=O)=O